C(CC)N1C(NC(C1)=O)=O propylimidazoline-2,4-dione